NC1=C(C=C(C=N1)C1=CC=C(C=C1)C(=O)N1C[C@H](CC1)O)OC(C)C1=C(C(=CC=C1Cl)F)Cl (4-{6-amino-5-[1-(2,6-dichloro-3-fluoro-phenyl)-ethoxy]-pyridin-3-yl}-phenyl)-((S)-3-hydroxy-pyrrolidin-1-yl)-methanone